Natrium isethionat S(=O)(=O)([O-])CCO.[Na+]